tert-butyl 2-(6-oxo-5-(phenethylamino)-2-phenylpyrimidin-1(6H)-yl)acetate O=C1C(=CN=C(N1CC(=O)OC(C)(C)C)C1=CC=CC=C1)NCCC1=CC=CC=C1